(1R,3S,5R)-2-(2-(4-amino-6-fluoro-8-methoxy-9H-pyrimido[4,5-b]indol-9-yl)acetyl)-N-(6-bromopyridin-2-yl)-2-azabicyclo[3.1.0]hexane-3-carboxamide NC1=NC=NC=2N(C3=C(C=C(C=C3C21)F)OC)CC(=O)N2[C@@H]1C[C@@H]1C[C@H]2C(=O)NC2=NC(=CC=C2)Br